C(C)OC(=O)C=1C(=NC2=CC=CN=C2C1N[C@@H](CO)CCCC)N (R)-2-amino-4-((1-hydroxyhex-2-yl)amino)-1,5-naphthyridine-3-carboxylic acid ethyl ester